CC=1C(=NC(=NC1)NC1COCC1)C=1C=C2N(CC3(CNC2=O)COC3)C1 8'-(5-methyl-2-((tetrahydrofuran-3-yl)amino)pyrimidin-4-yl)-2',3'-dihydro-1'h,5'H-spiro[oxacyclobutane-3,4'-pyrrolo[1,2-a][1,4]diazepine]-1'-one